N1C=C(C2=CC=CC=C12)C[C@@H](CC1=CC=CC=C1)NC(OC(C)(C)C)=O tert-butyl (R)-(1-(1H-indol-3-yl)-3-phenylpropan-2-yl)carbamate